2-cyclopropyl-2,2-difluoroethanone C1(CC1)C(C=O)(F)F